2-(2-(4-(diphenylamino)naphthalen-1-yl)-4-methoxyphenyl)propan-2-ol C1(=CC=CC=C1)N(C1=CC=C(C2=CC=CC=C12)C1=C(C=CC(=C1)OC)C(C)(C)O)C1=CC=CC=C1